C(C)(=O)N1CCN(CCC1)C1=NC=C(C(=N1)NC1=C(C=CC=C1)S(=O)(=O)C)C(=O)NC 2-(4-acetyl-1,4-diazepan-1-yl)-N-methyl-4-((2-(methylsulfonyl)phenyl)amino)pyrimidine-5-carboxamide